1,3-bis(t-butyl-peroxy-isopropyl)benzene C(C)(C)(C)OOC(C)(C)C1=CC(=CC=C1)C(C)(C)OOC(C)(C)C